(R)-N-(1-(3,5-bis(5-methylthiophen-2-yl)phenyl)ethyl)-5-(2-(dimethylamino)ethoxy)-2-methylbenzamide CC1=CC=C(S1)C=1C=C(C=C(C1)C=1SC(=CC1)C)[C@@H](C)NC(C1=C(C=CC(=C1)OCCN(C)C)C)=O